5-bromo-3-hexyl-4'-hexylthioxo-2,2'-bithiophene BrC1=CC(=C(S1=S)C=1SC=C(C1)CCCCCC)CCCCCC